4-[4-[3-chloro-5-(trifluoromethyl)phenyl]piperazin-1-yl]sulfonylaniline ClC=1C=C(C=C(C1)C(F)(F)F)N1CCN(CC1)S(=O)(=O)C1=CC=C(N)C=C1